CC1(NC2=CC=CC=C2CC1)C1=CC=CC=C1 2-methyl-2-phenyl-3,4-dihydroquinoline